L-5,6,7,8-tetrahydrofolic acid C(CC[C@@H](C(=O)O)NC(=O)C1=CC=C(NCC2CNC=3N=C(N)NC(=O)C3N2)C=C1)(=O)O